FC(OC1=CC2=C(OC3=C(C(N2)=O)C=CC=C3)C=C1)(F)F 8-(trifluoromethoxy)dibenzo[b,f][1,4]oxazepin-11(10H)-one